NC=1C(=C(CC=2C(OC3=CC(=C(C=C3C2C)F)OC(N(C)C)=O)=O)C=CC1)F dimethylcarbamic acid 3-(3-amino-2-fluoroBenzyl)-6-fluoro-4-methyl-2-oxo-2H-chromen-7-yl ester